FC1(CC(C2=CC(=CC=C12)F)N)F 3,3,6-trifluoroindan-1-amine